5-(3-chlorobenzyl)-N-(1-methyl-6-oxo-1,6-dihydropyridin-3-yl)picolinamide ClC=1C=C(CC=2C=CC(=NC2)C(=O)NC2=CN(C(C=C2)=O)C)C=CC1